C1(CC1)C=1N=CC=2N(C1[C@@H](O)C=1N=NN(C1)C1=CC=C(C=C1)N1CCC13COC3)C=NC2 (R)-(6-cyclopropyl-imidazo[1,5-a]pyrazin-5-yl)-{1-[4-(6-oxa-1-aza-spiro[3.3]hept-1-yl)-phenyl]-1H-[1,2,3]triazol-4-yl}-methanol